({(2-Methyl-6-{[(1S,2S)-2-(5-methylpyridin-2-yl)cyclopropyl]methoxy}pyrimidin-4-yl)[(5-methyl-1,3,4-thiadiazol-2-yl)methyl]carbamoyl}oxy)methyl 2-methylpropanoate CC(C(=O)OCOC(N(CC=1SC(=NN1)C)C1=NC(=NC(=C1)OC[C@@H]1[C@H](C1)C1=NC=C(C=C1)C)C)=O)C